(s)-2,4-dimethyl-4-cyclohexen-1-ol CC1[C@H](CC=C(C1)C)O